C(C)C(CC1=CC=C(C=C1)N(C1=CC=CC=C1)C1=CC=C(C=C1)CC(CCCC)CC)CCCC N,N-bis[4-(2-ethylhexyl)phenyl]-aniline